C(#N)CC(=O)N1C[C@@H]([C@@H](CC1)C)N(C=1C2=C(N=CN1)N(C=C2)C(=O)N2CC1(C2)CC(C1)NC(OC(C)(C)C)=O)C tert-butyl (2-(4-(((3R,4R)-1-(2-cyanoacetyl)-4-methylpiperidin-3-yl)(methyl)amino)-7H-pyrrolo[2,3-d]pyrimidine-7-carbonyl)-2-azaspiro[3.3]heptan-6-yl)carbamate